CCC1C(O1)C/C=C\\C/C=C\\C/C=C\\C/C=C\\C/C=C\\CCC(=O)[O-] The molecule is a docosanoid anion that is the conjugate base of (4Z,7Z,10Z,13Z,16Z)-19,20-epoxydocosapentaenoic acid, obtained by deprotonation of the carboxy group; major species at pH 7.3. It is a docosanoid anion and a long-chain fatty acid anion. It derives from a (4Z,7Z,10Z,13Z,16Z,19Z)-docosahexaenoate. It is a conjugate base of a (4Z,7Z,10Z,13Z,16Z)-19,20-epoxydocosapentaenoic acid.